C12(CC3CC(CC(C1)C3)C2)C2=C(C(=CC(=C2)C23CC1CC(CC(C2)C1)C3)Br)O 2,4-bis(adamantan-1-yl)-6-bromophenol